silver neopentanoate C(C(C)(C)C)(=O)[O-].[Ag+]